NC1N(CCCC1)C1=NOC(=N1)C amino-(5R)-(5-methyl-1,2,4-oxadiazol-3-yl)-piperidine